Cl.ClC=1C=C2C3=C(NC2=CC1)[C@H](NCC3)C[C@H](CO)O (R)-3-((R)-6-chloro-2,3,4,9-tetrahydro-1H-pyrido[3,4-b]indol-1-yl)propane-1,2-diol hydrochloride salt